C1(CCC2=CC=CC=C12)N1N=CC(=C1)C1=C2C(=NC=C1)NC=C2 4-[1-(2,3-dihydro-1H-inden-1-yl)-1H-pyrazol-4-yl]-1H-pyrrolo[2,3-b]pyridine